tri(diethylamino)trimethylolpropane triacrylate C(C=C)(=O)O.C(C=C)(=O)O.C(C=C)(=O)O.C(C)N(CC)C(CC(CO)(CO)CO)(N(CC)CC)N(CC)CC